O1C(COCC1)CC1=NN(C(O1)=O)C1=CC=C(C=C1)Br ((1,4-dioxan-2-yl)methyl)-3-(4-bromophenyl)-1,3,4-oxadiazol-2(3H)-one